2-({4H,5H,6H,7H,8H,9H-Cycloocta[b]thiophen-2-ylformamido}methyl)-2-ethyl-N,N-dimethylbutanamide S1C2=C(C=C1C(=O)NCC(C(=O)N(C)C)(CC)CC)CCCCCC2